(2S)-6-chloro-N-{3-[2-(3,4-difluorophenoxy)acetamido]bicyclo[1.1.1]pent-1-yl}-4-oxo-3,4-dihydro-2H-1-benzopyran-2-carboxamide ClC=1C=CC2=C(C(C[C@H](O2)C(=O)NC23CC(C2)(C3)NC(COC3=CC(=C(C=C3)F)F)=O)=O)C1